2,5-di-tertiary butyl-benzoquinoneacrylic acid-2-(3,4,5-trihydroxyphenyl)butyl ester OC=1C=C(C=C(C1O)O)C(COC(C=CC1(C(C=C(C(C1)=O)C(C)(C)C)=O)C(C)(C)C)=O)CC